indole-formaldehyde-d4 N1C(=C(C=2C(=C(C(=CC12)[2H])[2H])[2H])[2H])C=O